benzyl-triethyl-ammonium chloride ammonium bromide [Br-].[NH4+].[Cl-].C(C1=CC=CC=C1)[N+](CC)(CC)CC